N[C@H]1[C@@H]2N(C[C@H]1CC2)C(=O)C2=CC1=C(N(C(=N1)C1=CC=3C(=NC(=CC3)C3=CC=C(C(=O)N)C=C3)N1CC1CC1)C)C(=C2)OC 4-(2-{5-[(1R,4R,7R)-7-amino-2-azabicyclo[2.2.1]heptane-2-carbonyl]-7-methoxy-1-methyl-1H-1,3-benzodiazol-2-yl}-1-(cyclopropylmethyl)-1H-pyrrolo[2,3-b]pyridin-6-yl)benzamide